[N+](=O)([O-])C1C(N(CC1)C(=O)OCC1=CC=CC=C1)CO[C@@H]1CC[C@@H](CC1)C1=CC=CC=C1 Benzyl 3-nitro-2-({[(CIS)-4-phenylcyclohexyl]oxy}methyl)pyrrolidine-1-carboxylate